O1COC2=C1C=CC=C2C2=C(N=C(N2)C(C)(C)C)C2=NC(=CC=C2)C 2-(5-benzo[1,3]dioxole-4-yl-2-tert-butyl-1H-imidazol-4-yl)-6-methylpyridine